methyl-2-oxo-1-[cis-4-[(3-methoxy-4-methylphenyl)carbamoyl]cyclohexyl]-2,3-dihydro-1H-1,3-benzodiazole-4-carboxamide CN1C(N(C2=C1C(=CC=C2)C(=O)N)[C@@H]2CC[C@@H](CC2)C(NC2=CC(=C(C=C2)C)OC)=O)=O